1-isopropyl-3,3,5,7-tetramethyl-octahydrobenzo[c]isoxazole hydrochloride Cl.C(C)(C)N1OC(C2C1C(CC(C2)C)C)(C)C